3-(1-((trifluoromethyl)sulfonyl)piperidin-4-yl)oxazolidin FC(S(=O)(=O)N1CCC(CC1)N1COCC1)(F)F